[Pd].[Au] gold-Palladium